C(C)(=O)NC=1C(=C(C(=CC1)C(C)=O)OC(C1=CC=CC=C1)=O)[N+](=O)[O-] benzoic acid (3-acetamido-6-acetyl-2-nitro-phenyl) ester